methyl 5-((tert-butoxycarbonyl)amino)-2-(1-methyl-1,2,3,6-tetrahydropyridin-4-yl)thiazole-4-carboxylate C(C)(C)(C)OC(=O)NC1=C(N=C(S1)C=1CCN(CC1)C)C(=O)OC